4,8-dimethyl-1,4,8-decatriene CC(CC=C)=CCCC(=CC)C